butyl 3-(6-(1-(difluoromethyl)-1H-pyrazol-3-yl)-4-(4-fluorophenyl)pyridin-2-yl)-2,5-dihydro-1H-pyrrole-1-carboxylate FC(N1N=C(C=C1)C1=CC(=CC(=N1)C=1CN(CC1)C(=O)OCCCC)C1=CC=C(C=C1)F)F